N1C=NC(=C1)COC1=C(C=CC(=C1)C)C=1C=NC=CC1C 3-(2-((1H-imidazol-4-yl)methoxy)-4-methylphenyl)-4-methylpyridine